C(#N)C=1C=C(C=CC1)C=1N=C(SC1C1=CC(=NC(=C1)C)C)NC(=O)N1[C@@H](CC1)C (2R)-N-[4-(3-cyanophenyl)-5-(2,6-dimethyl-4-pyridinyl)thiazol-2-yl]-2-methyl-azetidine-1-carboxamide